[N+](=O)([O-])C1=CC=C(C=C1)C1=CC=C(C=C1)C(=O)O 4'-nitrobiphenyl-4-carboxylic acid